1-{4-[5-(3-Fluorophenyl)-1,2-oxazol-3-yl]phenyl}-3-(4-methoxyphenyl)urea FC=1C=C(C=CC1)C1=CC(=NO1)C1=CC=C(C=C1)NC(=O)NC1=CC=C(C=C1)OC